2-amino-3-iodo-5-(pyridin-4-yl)benzonitrile NC1=C(C#N)C=C(C=C1I)C1=CC=NC=C1